CC1=C(N)C(=C(C(=C1)C)C)C 2,4,5,6-tetramethylaniline